C(C)(C)(C)OC(=O)N(NC(=O)[O-])C(C(=O)OCC)C(CCOS(=O)(=O)C1=CC=C(C)C=C1)C(F)(F)F tert-butyl-1-(1-ethoxy-1-oxo-5-(tosyloxy)-3-(trifluoromethyl)pentan-2-yl)hydrazine-1,2-dicarboxylate